Cl.[N+](=O)([O-])C1=C(C=CC(=C1)[N+](=O)[O-])NN 2,4-dinitrophenylhydrazine-hydrochloride